2-methyl-1,3-pentanediol di(p-chlorobenzoate) ClC1=CC=C(C(=O)OCC(C(CC)OC(C2=CC=C(C=C2)Cl)=O)C)C=C1